(6R,8aS)-6-[8-amino-5-chloro-1-(4-{(1R)-1-hydroxy-1-[3-(2,2,2-trifluoro-1,1-dimethylethyl)phenyl]ethyl}phenyl)imidazo[1,5-a]pyrazin-3-yl]hexahydroindolizin-3(2H)-one NC=1C=2N(C(=CN1)Cl)C(=NC2C2=CC=C(C=C2)[C@](C)(C2=CC(=CC=C2)C(C(F)(F)F)(C)C)O)[C@H]2CN1C(CC[C@@H]1CC2)=O